4-Methyl-5-(piperazin-1-yl)-1H-pyrimido[4,5-d][1,3]oxazin-2(4H)-one CC1C2=C(NC(O1)=O)N=CN=C2N2CCNCC2